OC1=C(OC2=CC(=C(C(=C2C1=O)O)O)O)C1=CC(=C(C=C1)O)O 3,3',4',5,6,7-hexahydroxy-flavone